C(C(CC)O)O Butane-1,2-diol